2-(pyridin-2-yl)pyrimidin-4(3H)-one N1=C(C=CC=C1)C1=NC=CC(N1)=O